C1(=CC=CC=C1)S(=O)(=O)N1C=CC2=CC=C(C=C12)C#N 1-(benzenesulfonyl)-6-cyano-indole